6-(1H-imidazol-1-yl)-N-((1r,4r)-4-methylcyclohexyl)-4-(trifluoromethyl)pyridinecarboxamide N1(C=NC=C1)C1=CC(=CC(=N1)C(=O)NC1CCC(CC1)C)C(F)(F)F